tert-Butyl 11,11-difluoro-8-hydroxy-3,4,8,9,10,11-hexahydro-1H-pyrido[4',3':3,4]pyrazolo[1,5-a]azepine-2(7H)-carboxylate FC1(C=2N(CC(CC1)O)N=C1C2CN(CC1)C(=O)OC(C)(C)C)F